N-cyclopropyl-5-(isoindolin-2-ylmethyl)-2-((1-(oxetan-3-carbonyl)piperidin-4-yl)methoxy)benzenesulfonamide C1(CC1)NS(=O)(=O)C1=C(C=CC(=C1)CN1CC2=CC=CC=C2C1)OCC1CCN(CC1)C(=O)C1COC1